2-(hydroxymethyl)-2-methylpropan-1,3-diylbis(3-(4-methylcyclohexyl)-propionate) OCC(CC(C(=O)[O-])CC1CCC(CC1)C)(CC(C(=O)[O-])CC1CCC(CC1)C)C